tert-butyl N-[(1S)-2-[1-dimethylaminomethyleneamino]-1-methyl-2-oxo-ethyl]carbamate CN(C=NC([C@H](C)NC(OC(C)(C)C)=O)=O)C